4-(3-(trifluoromethyl)phenyl)piperidin-4-ol Tert-butyl-(1-(3-iodo-1-(tetrahydro-2H-pyran-2-yl)-1H-pyrazolo[3,4-b]pyrazin-6-yl)-4-methylpiperidin-4-yl)carbamate C(C)(C)(C)N(C(=O)OC1(CCNCC1)C1=CC(=CC=C1)C(F)(F)F)C1(CCN(CC1)C1=CN=C2C(=N1)N(N=C2I)C2OCCCC2)C